1-(6-(2-methyl-2H-pyrazolo[3,4-b]pyridin-5-yl)thieno[2,3-b]pyridin-2-yl)-3-(trifluoromethoxy)cyclobutanol CN1N=C2N=CC(=CC2=C1)C1=CC=C2C(=N1)SC(=C2)C2(CC(C2)OC(F)(F)F)O